1-(4-Fluoro-2-(1-methyl-1H-tetrazol-5-yl)phenyl)butan-1-ol FC1=CC(=C(C=C1)C(CCC)O)C1=NN=NN1C